methyl 2-(1-(cyclopropylmethyl)-7-(1-(2-methoxyacetyl)piperidin-4-yl)-1H-pyrrolo[2,3-c]pyridin-2-yl)-4-methoxy-3-methylpyrazolo[1,5-a]pyridine-6-carboxylate C1(CC1)CN1C(=CC=2C1=C(N=CC2)C2CCN(CC2)C(COC)=O)C2=NN1C(C(=CC(=C1)C(=O)OC)OC)=C2C